C(C1=CC=CC=C1)O[C@@H]1C(=CO[C@@H]([C@H]1OCC1=CC=CC=C1)COCC1=CC=CC=C1)[N+](=O)[O-] 1,5-Anhydro-3,4,6-Tri-O-benzyl-2-deoxy-2-nitro-D-arabino-hex-1-enitol